4-[1-[4-(trifluoromethoxy)phenyl]-3-(trifluoromethyl)pyrazol-4-yl]piperidine FC(OC1=CC=C(C=C1)N1N=C(C(=C1)C1CCNCC1)C(F)(F)F)(F)F